ClC=1C=C(C=CC1Cl)NC(=O)[C@H]1[C@H]2C[C@@H]([C@@H]([C@@H]1C1=CC(=NC=C1)C(F)(F)F)O2)O (1R,2R,3S,4R,5S)-N-(3,4-dichlorophenyl)-5-hydroxy-3-[2-(trifluoromethyl)pyridin-4-yl]-7-oxabicyclo[2.2.1]heptane-2-carboxamide